Cl.N[C@H](C(C(=O)NC1CC1)O)CC1=CC=CC=C1 (3S)-3-amino-N-cyclopropyl-2-hydroxy-4-phenylbutanamide hydrochloride